3-((3,5-bis(trifluoromethyl)phenyl)amino)-5-cyanobenzo[d]isothiazole 1,1-dioxide FC(C=1C=C(C=C(C1)C(F)(F)F)NC1=NS(C2=C1C=C(C=C2)C#N)(=O)=O)(F)F